F[C@H]1C[C@@H](N2N=C(N=C21)C(=O)N[C@H]2COC1=C(N(C2=O)C)C=CC=C1)C1=CC=CC=C1 |&1:1,3| rac-(5R,7S)-7-fluoro-5-phenyl-N-[(3S)-5-methyl-4-oxo-2,3-dihydro-1,5-benzoxazepine-3-yl]-6,7-dihydro-5H-pyrrolo[1,2-b][1,2,4]Triazole-2-carboxamide